F[C@@H]1CN(CC[C@H]1NC1=NC=C(C(=N1)C1=CC(=C(S1)C(C)O)C#N)C(F)(F)F)S(=O)(=O)C=1C=NN(C1)C 5-(2-(((3R,4R)-3-fluoro-1-((1-methyl-1H-pyrazol-4-yl)sulfonyl)piperidin-4-yl)amino)-5-(trifluoromethyl)pyrimidin-4-yl)-2-(1-hydroxyethyl)thiophene-3-carbonitrile